OC1(CN(C1)C[C@@H](C)[C@H]1CC[C@H]2\C(\CCC[C@]12C)=C\C=C1C[C@H](C[C@@H](C1)O)O)C(F)(F)F (1R,3R)-5-(2-((1R,3aS,7aR,E)-1-((S)-1-(3-hydroxy-3-(trifluoromethyl)azetidin-1-yl)propan-2-yl)-7a-methyl-octahydro-4H-inden-4-ylidene)ethylidene)cyclohexane-1,3-diol